2-(4-(6-((6-(1H-imidazol-1-yl)pyridin-3-yl)methoxy)pyridin-2-yl)-2,5-difluorobenzyl)-1-(2-methoxyethyl)-1H-benzo[d]imidazole-6-carboxylic acid N1(C=NC=C1)C1=CC=C(C=N1)COC1=CC=CC(=N1)C1=CC(=C(CC2=NC3=C(N2CCOC)C=C(C=C3)C(=O)O)C=C1F)F